diamino-4,6-dihydroxybenzene NC=1C=C(C(=CC1O)O)N